4-allyl-2-methoxy-1-((4-(tert-amyl)cyclohexylidene)methoxy)benzene C(C=C)C1=CC(=C(C=C1)OC=C1CCC(CC1)C(C)(C)CC)OC